BrC=1C(=C(C=CC1)N1C[C@@H](N(CC1)C(=O)OC(C)(C)C)C)OCC(C1=CC=C(C=C1)Cl)O[Si](C)(C)C(C)(C)C tertbutyl (2S)-4-(3-bromo-2-(2-((tert-butyldimethylsilyl)oxy)-2-(4-chlorophenyl) ethoxy)phenyl)-2-methylpiperazine-1-carboxylate